NCCN(CCN1C(C2=CC=CC=3C2=C(C1=O)C=CC3N(CC)CC)=O)CCN 2-(2-(bis(2-aminoethyl)amino)ethyl)-6-(diethylamino)-1H-benzo[de]isoquinoline-1,3(2H)-dione